9-[(2R,4S,5R)-4-[(tert-butyldimethylsilyl)oxy]-5-{[(tert-butyl-dimethylsilyl)oxy]methyl}oxolan-2-yl]-2-fluoropurin-6-amine [Si](C)(C)(C(C)(C)C)O[C@H]1C[C@@H](O[C@@H]1CO[Si](C)(C)C(C)(C)C)N1C2=NC(=NC(=C2N=C1)N)F